methyl 3-bromo-5-{2-formyl-3-[(4-methoxyphenyl)methoxy]phenoxy}benzoate BrC=1C=C(C(=O)OC)C=C(C1)OC1=C(C(=CC=C1)OCC1=CC=C(C=C1)OC)C=O